trimyristyl thiophosphate P(=S)(OCCCCCCCCCCCCCC)(OCCCCCCCCCCCCCC)OCCCCCCCCCCCCCC